CC(C(NCC1=CC=CC=C1)NCC1=CC=CC=C1)(C)C dimethyl-N,N'-dibenzylpropanediamine